methyl (R)-2-cyclohexyl-2-(2-(4-((4-fluoro-3-methylphenyl)carbamoyl)-1,3,5-trimethyl-1H-pyrrol-2-yl)-2-oxoacetamido)acetate C1(CCCCC1)[C@H](C(=O)OC)NC(C(=O)C=1N(C(=C(C1C)C(NC1=CC(=C(C=C1)F)C)=O)C)C)=O